C(#N)C1=CC(=C(C=C1)N1CCC=2C=CC(=NC2C1)N1CCN(CC1)CC1=NC2=C(N1C[C@H]1OCC1)C=C(C=C2)C(=O)O)F (S)-2-((4-(7-(4-cyano-2-fluorophenyl)-5,6,7,8-tetrahydro-1,7-naphthyridin-2-yl)piperazin-1-yl)methyl)-1-(oxetan-2-ylmethyl)-1H-benzo[d]imidazole-6-carboxylic acid